(2S,3R,4S)-4-fluoro-3-[(methanesulfonyl)-amino]-N,N-dimethyl-2-[(2,3',5'-trifluoro-[1,1'-biphenyl]-3-yl)methyl]pyrrolidine-1-carboxamide F[C@@H]1[C@@H]([C@@H](N(C1)C(=O)N(C)C)CC=1C(=C(C=CC1)C1=CC(=CC(=C1)F)F)F)NS(=O)(=O)C